(3R)-3-{[5-(2,6-dichlorophenyl)-1-trityl-1H-indazol-3-yl]carbamoyl}piperidine-1-carboxylic acid tert-butyl ester C(C)(C)(C)OC(=O)N1C[C@@H](CCC1)C(NC1=NN(C2=CC=C(C=C12)C1=C(C=CC=C1Cl)Cl)C(C1=CC=CC=C1)(C1=CC=CC=C1)C1=CC=CC=C1)=O